F[C@@H]\1[C@@]2(C[C@@H]([C@H](C/C1=C\C=1N=CC(=NC1)C1=C(C=C(C=C1)N1C=NC=C1)O)N2)F)C 2-(5-((E)-((1s,2s,5s,6s)-2,6-difluoro-1-methyl-8-azabicyclo[3.2.1]oct-3-ylidene)methyl)pyrazin-2-yl)-5-(1H-imidazol-1-yl)phenol